BrC=1SC=2C(N[C@H](CN3C2C1C[C@@H](C3)F)CO)=O (4S,7R)-2-bromo-4-fluoro-7-(hydroxymethyl)-4,5,7,8-tetrahydro-3H-1-thia-5a,8-diazabenzo[cd]azulen-9(6H)-one